tert-butyl 6-(3-amino-1H-Indazol-5-yl)-3-methyl-3,4-dihydro-2H-pyridine-1-carboxylate NC1=NNC2=CC=C(C=C12)C1=CCC(CN1C(=O)OC(C)(C)C)C